The molecule is an amino tetrasaccharide comprised of an L-iduronic acid residue, sulfated on O-2, a glucuronic acid residue, and two N-acetylated galactosamine residues, one of which is at the reducing end and both of which are sulfated on O-4. It is an intermediate in the chondroitin sulfate degradation pathway. It has a role as a mouse metabolite. CC(=O)N[C@@H]1[C@H]([C@H]([C@H](O[C@H]1O[C@H]2[C@@H]([C@H]([C@@H](O[C@@H]2C(=O)O)O[C@H]3[C@H]([C@H](OC([C@@H]3NC(=O)C)O)CO)OS(=O)(=O)O)O)O)CO)OS(=O)(=O)O)O[C@@H]4[C@@H]([C@H]([C@@H]([C@@H](O4)C(=O)O)O)O)OS(=O)(=O)O